3,3-dimethylpiperidine-1-carboxylic acid tert-butyl ester C(C)(C)(C)OC(=O)N1CC(CCC1)(C)C